7-(2-ureidoethoxy)-1H-indazol N(C(=O)N)CCOC=1C=CC=C2C=NNC12